N[C@@H](CCCN)C(=O)OC#N ornithine, Cyanate